OCC(COCC(CO)CO)(COCC(CO)CO)NC(NCCCCCC(=O)O)=O 6-(3-(1-hydroxy-3-(3-hydroxy-2-(hydroxymethyl)propoxy)-2-((3-hydroxy-2-(hydroxymethyl)propoxy)methyl)propan-2-yl)ureido)hexanoic acid